CO[C@@H]1[C@H]([C@H]2OC(OC[C@H]2O[C@@H]1CC=NO)(C)C)N1N=NC(=C1)C1=CC(=C(C(=C1)F)F)F 2-((4aR,6R,7R,8R,8aR)-7-methoxy-2,2-dimethyl-8-(4-(3,4,5-trifluorophenyl)-1H-1,2,3-triazol-1-yl)hexahydropyrano[3,2-d][1,3]dioxin-6-yl)acetaldoxime